O=S1(CCC(CC1)[C@]1(C(NC2=C(C=CC=C12)C(F)(F)F)=O)C1=CC=C(C=C1)B(O)O)=O (S)-(4-(3-(1,1-dioxidotetrahydro-2H-thiopyran-4-yl)-2-oxo-7-(trifluoromethyl)indolin-3-yl)phenyl)boronic acid